COC(C[C@@H]1[C@@H](C(CC1)=O)CCCCC)=O.COC1=CC=C(C=C1)S(=O)(=O)C 1-methoxy-4-methylsulfonyl-benzene (+)-Methyl-(1R)-cis-3-oxo-2-pentyl-1-cyclopentaneacetate